methyl (1r,4R)-4-(3-chloroanilino)-6'-(hydroxymethyl)-2'-{(2R)-3-[(4-methoxyphenyl)methoxy]-2-methylpropyl}spiro[cyclohexane-1,1'-indene]-4-carboxylate ClC=1C=C(NC2(CCC3(C(=CC4=CC=C(C=C34)CO)C[C@H](COCC3=CC=C(C=C3)OC)C)CC2)C(=O)OC)C=CC1